ClC1=C(C(=O)N2CCC(CC2)C(=O)N2CCN(CC2)C(=O)OC(C)(C)C)C=CC(=C1)NC(=O)C=1N(C(=CN1)C=1C(=NN(C1)C1=NC=C(C=C1)[N+](=O)[O-])C(F)(F)F)C Tert-Butyl 4-[1-[2-Chloro-4-[[1-Methyl-5-[1-(5-Nitro-2-Pyridyl)-3-(Trifluoromethyl)Pyrazol-4-yl]Imidazole-2-Carbonyl]Amino]Benzoyl]Piperidine-4-Carbonyl]Piperazine-1-Carboxylate